N-((6-bromopyridin-2-yl)methyl)-2-methylpropane-2-sulfinylamine BrC1=CC=CC(=N1)CNS(=O)C(C)(C)C